2-chloroethyl vinyl ether acrylate C(C=C)(=O)O.C(=C)OCCCl